5-(4-((methylsulfonyl)ethynyl)phenoxy)-1H-1,2,3-triazole-4-carboxylic acid CS(=O)(=O)C#CC1=CC=C(OC2=C(N=NN2)C(=O)O)C=C1